(R)-6-(1-(1-(1-acryloylpyrrolidine-3-carbonyl)piperidin-4-yl)-1H-pyrazol-4-yl)-4-methoxypyrazolo[1,5-a]pyridine-3-carbonitrile C(C=C)(=O)N1C[C@@H](CC1)C(=O)N1CCC(CC1)N1N=CC(=C1)C=1C=C(C=2N(C1)N=CC2C#N)OC